Cl.NC(CO)CC1=C(C2=C(N=C(N=C2NCC=2OC=CC2)Cl)N1C)F 2-amino-3-(2-chloro-5-fluoro-4-{[(furan-2-yl)methyl]amino}-7-methyl-7H-pyrrolo[2,3-d]pyrimidin-6-yl)propan-1-ol hydrochloride